(2R,3S)-2-(3-(6,7-difluoro-1H-benzo[d]imidazol-1-yl)propyl)piperidin-3-ol FC=1C=CC2=C(N(C=N2)CCC[C@H]2NCCC[C@@H]2O)C1F